amino-5-methylnitrobenzene NC1=C(C=C(C=C1)C)[N+](=O)[O-]